C(#N)C1=CC=C(C=C1)C1=CC=C(C=C1)CSC1=C(N=NN1)C(=O)O 5-(((4'-cyano-[1,1'-biphenyl]-4-yl)methyl)thio)-1H-1,2,3-triazole-4-carboxylic acid